[Cl].CCCCCCCCCCCCCCCCCC Octadecane Chlorine